NC12CCC(CC1)(C2)N2C(C=1C=CC(=NC1C=C2)C=2C=C(C=1N(N2)C=C(N1)C)C)=O 6-(4-aminonorbornan-1-yl)-2-(2,8-dimethylimidazo[1,2-b]pyridazin-6-yl)-1,6-naphthyridin-5-one